CC1SC2(CN1C(CCC1=CNC3=CC=CC=C13)=O)CCN(CC2)C 1-(2,8-dimethyl-1-thia-3,8-diazaspiro[4.5]decan-3-yl)-3-(1H-indol-3-yl)propan-1-one